N(=C=S)C1CCN(CC1)C=1C2=C(N=C(N1)OC[C@H]1N(CCC1)C)CN(CC2)C2=CC=CC1=CC=CC(=C21)C (S)-4-(4-isothiocyanatopiperidin-1-yl)-7-(8-methylnaphthalen-1-yl)-2-((1-methylpyrrolidin-2-yl)methoxy)-5,6,7,8-tetrahydropyrido[3,4-d]pyrimidine